O[C@H](CNC(O[C@@H]1CC[C@H](CC1)C(N(C[C@@H]1CC[C@H](CC1)C1=CC(=C(C=C1)OC)C)C1=CC(=CC=C1)C=1C=NN(C1)C1CC1)=O)=O)CO trans-4-((3-(1-Cyclopropyl-1H-pyrazol-4-yl)phenyl)((trans-4-(4-methoxy-3-methyl phenyl)cyclohexyl)methyl)carbamoyl)cyclohexyl ((R)-2,3-dihydroxypropyl)carbamate